4-(2-ethoxy-1,1-dimethyl-2-oxo-ethyl)-4-hydroxy-piperidine-1-carboxylic acid tert-butyl ester C(C)(C)(C)OC(=O)N1CCC(CC1)(O)C(C(=O)OCC)(C)C